C(C)(C)(C)OC(=O)N(C(OC(C)(C)C)=O)CCOCCOCCN(C)C1=NC=C(C=N1)C(NC1C(C(C1(C)C)OC1=CC(=C(C=C1)C#N)Cl)(C)C)=O tert-butyl N-tert-butoxycarbonyl-N-[2-[2-[2-[[5-[[3-(3-chloro-4-cyano-phenoxy)-2,2,4,4-tetramethylcyclobutyl]carbamoyl]pyrimidin-2-yl]-methyl-amino]ethoxy]ethoxy] ethyl]carbamate